CC=CC(=O)N1C(CCCC1)=O N-(methyl)acryloyl-piperidone